N-[4-(3-cyanophenyl)-5-(4-methoxyquinazolin-6-yl)thiazol-2-yl]-2-oxa-6-azaspiro[3.3]heptane-6-carboxamide C(#N)C=1C=C(C=CC1)C=1N=C(SC1C=1C=C2C(=NC=NC2=CC1)OC)NC(=O)N1CC2(COC2)C1